The molecule is an amido disaccharide fragment which mimicks the terminus of the O-polysaccharide of Vibrio cholerae O:1, serotype Ogawa (PDB entry: 1F4Y). It has a role as an epitope. It is a methyl glycoside and an amino disaccharide. It derives from an alpha-D-mannose. C[C@@H]1[C@H]([C@@H]([C@@H]([C@H](O1)O[C@H]2[C@H]([C@@H]([C@H](O[C@@H]2OC)C)NC(=O)[C@H](CCO)O)O)OC)O)NC(=O)[C@H](CCO)O